5-[(E)-oct-3-enyl]oxacyclopentane-2-one C(C\C=C\CCCC)C1CCC(O1)=O